2-(2-methylisoxazol-5-yl)acetic acid CN1OC(=CC1)CC(=O)O